ClC=1N=CC2=CC(=CC=C2C1)C(C)(C)O 2-(3-chloroisoquinolin-7-yl)propan-2-ol